FC(C=1C(=C(C=CC1)[C@@H](C)NC1=C(C(=NC(=N1)C)CC(=O)NC1(CN(CC1)C(=O)OC(C)(C)C)C)C1OCCO1)F)F tert-butyl 3-(2-(6-(((R)-1-(3-(difluoromethyl)-2-fluorophenyl) ethyl) amino)-5-(1,3-dioxolan-2-yl)-2-methylpyrimidin-4-yl) acetamido)-3-methylpyrrolidine-1-carboxylate